methyl 5-amino-4-bromo-3-cyano-1-ethyl-pyrrolo[2,3-b]pyridine-6-carboxylate NC=1C(=C2C(=NC1C(=O)OC)N(C=C2C#N)CC)Br